C(CCCCCCCCCCC\C=C/CCCC)=O (Z)-octadec-13-en-1-al